[Pd].[Te] tellurium-palladium